CN(C)C1(CCCCC1)N(C)C bis(dimethylamino)cyclohexane